FC(N1N=CC(=C1)C1=CC=CC(=N1)N)(F)F 6-(1-(trifluoromethyl)-1H-pyrazol-4-yl)pyridin-2-amine